ClC1=C(C(=O)N2C[C@H]3CO[C@](CN3CC2)(O)C=2C(NC(=CC2)C(F)(F)F)=O)C=CC=C1OC 3-((3R,9aS)-8-(2-chloro-3-methoxybenzoyl)-3-hydroxyoctahydropyrazino[2,1-c][1,4]oxazin-3-yl)-6-(trifluoromethyl)pyridin-2(1H)-one